2-{[6-amino-4-(1-methyl-1H-indazol-6-yl)-1-oxo-2,3-dihydro-1H-isoindol-2-yl]methyl}-N-methylprop-2-enamide NC1=CC(=C2CN(C(C2=C1)=O)CC(C(=O)NC)=C)C1=CC=C2C=NN(C2=C1)C